C1(CC1)NC=1C(=CC(=CC1)I)N N1-cyclopropyl-4-iodobenzene-1,2-diamine